C(C(C)C)S(=NC(C1=CC=C(C=C1)CC1=NOC(=N1)C(F)(F)F)=O)(=O)C N-(isobutyl(methyl)(oxo)-λ6-sulfaneylidene)-4-((5-(trifluoromethyl)-1,2,4-oxadiazol-3-yl)methyl)benzamide